(S)-ethyl 3-((R)-1,1-dimethylethylsulfinamido)-3-(4-fluoro-3'-methoxy-2',6'-dimethyl-5-(trifluoromethyl)biphenyl-3-yl)propanoate CC(C)(C)[S@@](=O)N[C@@H](CC(=O)OCC)C=1C=C(C=C(C1F)C(F)(F)F)C1=C(C(=CC=C1C)OC)C